OCCNC(C(CCCNC(=N)NS(=O)(=O)C=1C(=C(C2=C(CC(O2)(C)C)C1C)C)C)NC(OC(C)(C)C)=O)=O Tert-butyl (1-((2-hydroxyethyl)amino)-1-oxo-5-(3-((2,2,4,6,7-pentamethyl-2,3-dihydrobenzofuran-5-yl)sulfonyl)guanidino)pentan-2-yl)carbamate